tert-butyl 4-(2-(2-methoxy-2-oxoethyl)-3,5-bis(trifluoromethyl)phenyl)-1H-pyrazole-1-carboxylate COC(CC1=C(C=C(C=C1C(F)(F)F)C(F)(F)F)C=1C=NN(C1)C(=O)OC(C)(C)C)=O